ClC1=C(C(=CC=C1)Cl)NC(N)=O 3-(2,6-dichlorophenyl)urea